C(#N)C1=CC(=C(OC=2N=NC(=C(C2C(=O)NC2=CC(=CC=C2)[S@@](=O)(=N)C)C)C2=CC=C(C=C2)C)C=C1)OC (R)-3-(4-cyano-2-methoxyphenoxy)-5-methyl-N-(3-(S-methylsulfonimidoyl)phenyl)-6-(p-tolyl)pyridazine-4-carboxamide